tetrabutylammonium tert-butyl-(2R)-2-[(2-{[(2S,5R)-7-oxo-6-(sulfooxy)-1,6-diazabicyclo[3.2.1]oct-2-yl]carbonyl}hydrazinyl)carbonyl]pyrrolidine-1-carboxylate C(C)(C)(C)OC(=O)N1[C@H](CCC1)C(=O)NNC(=O)[C@H]1N2C(N([C@H](CC1)C2)OS(=O)(=O)O)=O.C(CCC)[N+](CCCC)(CCCC)CCCC